(E)-3-(3,4,5-trimethoxyphenyl)-N'-((E)-3-(3,4,5-trimethoxyphenyl)acryloyl)acrylohydrazide COC=1C=C(C=C(C1OC)OC)/C=C/C(=O)NNC(\C=C\C1=CC(=C(C(=C1)OC)OC)OC)=O